[Si](C1=CC=CC=C1)(C1=CC=CC=C1)(C(C)(C)C)OC12CC(N(C3=NC(=CC=C13)C(OC)OC)C(=O)OC(C)(C)C)C2 tert-butyl 4-((tert-butyldiphenylsilyl) oxy)-7-(dimethoxymethyl)-3,4-dihydro-2,4-methylene-1,8-naphthyridine-1(2H)-carboxylate